(R)-(4-((1-(3-(difluoromethyl)-2-fluorophenyl)ethyl)amino)-7-(isopropylamino)-2-methylquinazolin-6-yl)dimethylphosphine oxide FC(C=1C(=C(C=CC1)[C@@H](C)NC1=NC(=NC2=CC(=C(C=C12)P(C)(C)=O)NC(C)C)C)F)F